3-chloro-5-cyano-2-picolinic acid methyl ester COC(C1=NC=C(C=C1Cl)C#N)=O